COC(=O)[C@H]1[C@H](CC=CC1)C(=O)OC cis-dimethylcyclohex-4-en-1,2-dicarboxylate